(hydroxymethyl)morpholine-4-carboxylic acid tert-butyl ester C(C)(C)(C)OC(=O)N1C(COCC1)CO